N-((1-aminocyclopropyl)methyl)-4-(6-(5-fluoropyridin-3-yl)pyrazin-2-yl)benzamide Sodium [Na].NC1(CC1)CNC(C1=CC=C(C=C1)C1=NC(=CN=C1)C=1C=NC=C(C1)F)=O